CNC[C@H]1OCCC2=CC=C3C(=C12)CCO3 (S)-N-methyl-1-(3,4,8,9-tetrahydro-1H-furo[2,3-h]isochromen-1-yl)methanamine